4-(azetidin-3-yloxy)-1-cyclobutyl-1H-pyrazole N1CC(C1)OC=1C=NN(C1)C1CCC1